N-ethyl-methyl-acrylamide C(C)NC(C(=C)C)=O